4-[5-[(1R)-3-(4-hydroxypiperidin-1-ium-1-yl)-1-[[(7S)-7-tert-butyl-5,6,7,8-tetrahydrothiazolo[5,4-b]quinoline-2-carbonyl]amino]propyl]-2-pyridyl]thiophene-2-carboxylic acid OC1CC[NH+](CC1)CC[C@@H](NC(=O)C=1SC2=NC=3CC[C@@H](CC3C=C2N1)C(C)(C)C)C=1C=CC(=NC1)C=1C=C(SC1)C(=O)O